FC1=C(C=CC(=C1)F)/C=C/C=1C=C(C=C(C1)C(F)(F)F)C1=C(N=NN1)C#N 5-{3-[(E)-2-(2,4-difluoro-phenyl)-vinyl]-5-trifluoromethylphenyl}-1H-[1,2,3]triazole-4-carbonitrile